1-(3-bromo-5-fluoropyridin-4-yl)but-2-yn-1-one BrC=1C=NC=C(C1C(C#CC)=O)F